NC1=C(N=C(C(=N1)N1CCC2(CC1)[C@@H](C1=C(N=CS1)C2)N)C)SC2=C(C(=NC=C2)N2CCCC2)Cl (S)-1'-(6-amino-5-((3-chloro-2-(pyrrolidin-1-yl)pyridin-4-yl)thio)-3-methylpyrazin-2-yl)-4,6-dihydrospiro[cyclopenta[d]thiazol-5,4'-piperidin]-6-amine